ethyl 1-(3-tert-butoxy-3-oxopropyl)-3-methyl-1H-pyrazole-5-carboxylate C(C)(C)(C)OC(CCN1N=C(C=C1C(=O)OCC)C)=O